CC1(OC[C@@H](O1)C1CC2C(OC(O2)(C)C)O1)C 5-((R)-2,2-dimethyl-1,3-dioxolan-4-yl)-2,2-dimethyltetrahydrofuro[2,3-d][1,3]dioxole